(2S,3S,4R,5R)-5-(6-(benzylamino)-2-(4-fluorophenyl)-9H-purin-9-yl)-3,4-dihydroxy-N-methyl-tetrahydrofuran-2-carboxamide piperidineformate (pipecolate) N1C(CCCC1)C(=O)O.N1(CCCCC1)C(=O)O.C(C1=CC=CC=C1)NC1=C2N=CN(C2=NC(=N1)C1=CC=C(C=C1)F)[C@H]1[C@@H]([C@@H]([C@H](O1)C(=O)NC)O)O